5-METHOXY-1-METHYL-1H-INDOL-3-YLBORONIC ACID COC=1C=C2C(=CN(C2=CC1)C)B(O)O